ClC1=CC=C(C=C1)N1N=C2C(=NN=C(C2=C1C)C)N1CC(CCC1)C(=O)NCCN(CC)CC 1-(2-(4-chlorophenyl)-3,4-dimethyl-2H-pyrazolo[3,4-d]pyridazin-7-yl)-N-(2-(diethylamino)ethyl)piperidine-3-carboxamide